N-(2-((4-(2-((4-((1H-1,2,4-Triazol-1-yl)methyl)-3-methoxybenzyl)(ethyl)amino)ethyl)phenyl)carbamoyl)-4,5-dimethoxyphenyl)-4-oxo-4H-chromene-2-carboxamide N1(N=CN=C1)CC1=C(C=C(CN(CCC2=CC=C(C=C2)NC(=O)C2=C(C=C(C(=C2)OC)OC)NC(=O)C=2OC3=CC=CC=C3C(C2)=O)CC)C=C1)OC